O=C1NC(CCC1C1=NN(C2=C(C=CC=C12)N1CCN(CC1)C(=O)C1CCN(CC1)C(=O)OC(C)(C)C)C)=O tert-butyl 4-(4-(3-(2,6-dioxopiperidin-3-yl)-1-methyl-1H-indazol-7-yl)piperazine-1-carbonyl)piperidine-1-carboxylate